(2R,4R)-1-(6-chloronaphthalen-2-ylsulfonyl)-N-(5-((S)-3-cyclopropyl-1-((R)-1,1-dimethylethylsulfinamido)-1-(pyridin-4-yl)propyl)-2-fluorophenyl)-4-methoxypyrrolidine-2-carboxamide ClC=1C=C2C=CC(=CC2=CC1)S(=O)(=O)N1[C@H](C[C@H](C1)OC)C(=O)NC1=C(C=CC(=C1)[C@@](CCC1CC1)(C1=CC=NC=C1)N[S@](=O)C(C)(C)C)F